N-butyl-N-butylaminoethanol methacrylate C(C(=C)C)(=O)OC(C)N(CCCC)CCCC